N1C=C(C2=CC=CC=C12)CC(=O)O 2-(1H-indol-3-yl)acetic acid